C1(=CC=C(C=C1)P(C1=CC=C(C=C1)C)C=1C(=C(C2=CC=CC=C2C1)C1=CC=CC2=CC=CC=C12)P(C1=CC=C(C=C1)C)C1=CC=C(C=C1)C)C bis-(di-p-tolylphosphino)-1,1'-binaphthyl